N-(8,9-difluoro-6-oxo-1,4,5,6-tetrahydro-2H-pyrano[3,4-c]isoquinolin-1-yl)-8-(difluoromethyl)-N-methylindolizine-2-carboxamide FC=1C(=CC=2C3=C(NC(C2C1)=O)COCC3N(C(=O)C=3C=C1C(=CC=CN1C3)C(F)F)C)F